2-[[2-(2-hydroxyphenyl)-1H-benzimidazol-1-yl]methyl]phenol OC1=C(C=CC=C1)C1=NC2=C(N1CC1=C(C=CC=C1)O)C=CC=C2